tert-Butyl (5-chloro-3-(trifluoromethyl)thieno[3,2-b]pyridin-7-yl)(thiophen-2-ylmethyl)carbamate ClC1=CC(=C2C(=N1)C(=CS2)C(F)(F)F)N(C(OC(C)(C)C)=O)CC=2SC=CC2